(4-(2-(4-bromophenyl)cyclopropane-1-carbonyl)piperazin-1-yl)(2-methoxypyrimidin-5-yl)methanone BrC1=CC=C(C=C1)C1C(C1)C(=O)N1CCN(CC1)C(=O)C=1C=NC(=NC1)OC